C(C)C1=C(C(=NN1C=1SC=C(N1)C(=O)O)C1=CC=C(C=C1)F)CC1=CC=C(C=C1)S(N)(=O)=O 2-(5-ethyl-3-(4-fluorophenyl)-4-(4-sulfamoyl-benzyl)-1H-pyrazol-1-yl)thiazole-4-carboxylic acid